2,2-dimethyl-2H-chromene-7-carbonitrile CC1(OC2=CC(=CC=C2C=C1)C#N)C